3-BROMO-4-FLUORO-6-AZAINDOLE-7-CARBOXALDEHYDE BrC1=CNC2=C(N=CC(=C12)F)C=O